2-(azetidin-1-yl)-5-ethynyl-6-fluorobenzo[d]oxazole N1(CCC1)C=1OC2=C(N1)C=C(C(=C2)F)C#C